O=C(CC(=O)OC)CC 3-oxopentanoic acid, methyl ester